(3-amino-4-(4-((5-fluoro-2-methoxybenzoylamino)methyl)phenyl)-1H-pyrazolo[4,3-c]pyridin-7-yl)-3',6'-dihydro-[3,4'-bipyridine]-1'(2'H)-carboxylic acid tert-butyl ester C(C)(C)(C)OC(=O)N1CCC(=CC1)C=1C(=NC=CC1)C=1C2=C(C(=NC1)C1=CC=C(C=C1)CNC(C1=C(C=CC(=C1)F)OC)=O)C(=NN2)N